tert-butyl 3-{5-[(3-{[(2R)-6-chloro-4-oxo-3,4-dihydro-2H-1-benzopyran-2-carbonyl]amino}bicyclo[1.1.1]pentan-1-yl)carbamoyl]-1,3-oxazol-2-yl}azetidine-1-carboxylate ClC=1C=CC2=C(C(C[C@@H](O2)C(=O)NC23CC(C2)(C3)NC(=O)C3=CN=C(O3)C3CN(C3)C(=O)OC(C)(C)C)=O)C1